tert-butyl 4-[2-[1-(4-amino-2-fluoro-phenyl)-4-piperidyl]ethyl]piperidine-1-carboxylate NC1=CC(=C(C=C1)N1CCC(CC1)CCC1CCN(CC1)C(=O)OC(C)(C)C)F